1-(2-(6-Cyclopropyl-4-(4-fluoro-2-(4-methyl-4H-1,2,4-triazol-3-yl)phenyl)pyridin-2-yl)-7-fluorobenzo[d]oxazol-5-yl)-N-((1-methoxycyclobutyl)methyl)ethan-1-amine C1(CC1)C1=CC(=CC(=N1)C=1OC2=C(N1)C=C(C=C2F)C(C)NCC2(CCC2)OC)C2=C(C=C(C=C2)F)C2=NN=CN2C